C(C1=CC=CC=C1)O[C@@H]1C(C(O[C@@H]([C@@H]1OCC1=CC=CC=C1)COCC1=CC=CC=C1)N1N=NN=C1)=C 1-((4R,5R,6R)-4,5-bis(benzyloxy)-6-((benzyloxy)methyl)-3-methylenetetrahydro-2H-pyran-2-yl)-1H-tetrazole